(azetidin-1-yl)-6-methyl-chromen-4-one N1(CCC1)C=1OC2=CC=C(C=C2C(C1)=O)C